4-fluoro-1,6-dimethyl-pyrazolo[3,4-B]pyridine FC1=C2C(=NC(=C1)C)N(N=C2)C